n-pentadecyltrimethoxysilane C(CCCCCCCCCCCCCC)[Si](OC)(OC)OC